methyl-{[1-(4-chloro-2-fluorophenyl)-5-(2,4-difluorophenyl)-1H-1,2,4-triazol-3-yl]oxy} acetate C(C)(=O)OOC1=NN(C(=N1)C1=C(C(=C(C=C1)F)C)F)C1=C(C=C(C=C1)Cl)F